(5-(2-amino-6-oxo-1H-purin-9(6H)-yl)-3,4-dihydroxytetrahydrofuran-2-yl)methyl tetrahydrogen triphosphate O(P(O)(=O)OP(=O)(O)OP(=O)(O)O)CC1OC(C(C1O)O)N1C=2N=C(NC(C2N=C1)=O)N